C(C)(C)(C)[C@]1(N(CCNC1)C(=O)O[C@@H]1CN(CC[C@H]1NC1=NN2C(C=N1)=C(C=C2C2CCCC2)F)S(=O)(=O)C(F)F)CC |&1:4| (3R,4R)-4-((7-cyclopentyl-5-fluoropyrrolo[2,1-f][1,2,4]triazin-2-yl)amino)-1-((difluoromethyl)sulfonyl)piperidin-3-ol (±)-tert-butyl-2-ethylpiperazine-1-carboxylate